C(CC(C)C)N1C=C(C2=CC(=CC=C12)C=1NCCC(N1)=O)C#N 1-isopentyl-5-(4-oxo-1,6-dihydropyrimidin-2-yl)-1H-indole-3-carbonitrile